C1CC[C@@H]([C@@H](C1)C(=O)O)NC(=O)C2=CC=CC=C2 (-)-cis-2-benzamidocyclohexanecarboxylic acid